ClC1=NC=C2CCNCC2=C1 7-chloro-1,2,3,4-tetrahydro-2,6-naphthyridine